BrC=1C=CC(=C2C3(C([C@H](C12)O)(F)F)OCCO3)SC(F)(F)F (1'S)-7'-bromo-2',2'-difluoro-4'-(trifluoromethylsulfanyl)spiro[1,3-dioxolane-2,3'-indane]-1'-ol